C[C@@H]1N(CC1)C=1N=C(C2=C(N1)CCC2)C=2C=C1C3(C(NC(C1=CC2)=O)=O)CC3 (S)-6'-(2-(2-methylazetidin-1-yl)-6,7-dihydro-5H-cyclopenta[d]pyrimidin-4-yl)-1'H-spiro[cyclopropane-1,4'-isoquinoline]-1',3'(2'H)-dione